C(C)(C)(C)NC[C@@H]([C@H](CC1=CC=CC=C1)NC(OC(C)(C)C)=O)O tert-butyl ((2S,3S)-4-(tert-butylamino)-3-hydroxy-1-phenylbutan-2-yl)carbamate